ClC1=CC(=NC=C1)CNS(=O)C(C)(C)C N-((4-chloropyridin-2-yl)methyl)-2-methylpropane-2-sulfinamide